COC1=C2CCC(OC2=CC(=C1)OC)=O 5,7-Dimethoxy-2-chromanone